rac-Benzyl ((2S,3S,4R)-2-cyclopropyl-3-methyl-8-oxo-1,2,3,4,7,8-hexahydro-1,7-naphthyridin-4-yl)carbamate C1(CC1)[C@@H]1NC=2C(NC=CC2[C@@H]([C@H]1C)NC(OCC1=CC=CC=C1)=O)=O |r|